ClC=1C=C(CC2=CC=C(N=N2)NC(=O)C2=NN(C(C=C2)=O)C)C=CC1F N-(6-(3-chloro-4-fluorobenzyl)pyridazin-3-yl)-1-methyl-6-oxo-1,6-dihydropyridazine-3-carboxamide